2-(2-cyclopentylacetyl)-5-{[2-(2-cyclopentylacetyl)-1,3-dioxo-2,3-dihydro-1H-inden-5-yl]sulfonyl}-2,3-dihydro-1H-indene-1,3-dione C1(CCCC1)CC(=O)C1C(C2=CC=C(C=C2C1=O)S(=O)(=O)C=1C=C2C(C(C(C2=CC1)=O)C(CC1CCCC1)=O)=O)=O